C1NCCC12CCN(CC2)C=2C=C1C(=NC2)CN(C1=O)C1C(NC(CC1)=O)=O 3-[3-(2,8-diazaspiro[4.5]decan-8-yl)-5-oxo-7H-pyrrolo[3,4-b]pyridin-6-yl]piperidine-2,6-dione